FC(COC(OCCF)(OCCF)OCC(F)F)F bis(2,2-difluoroethoxy)bis-(2-fluoroethoxy)methane